4-(4H-1,2,4-triazol-4-yl)butan-1-thiol N=1N=CN(C1)CCCCS